C(C)C1=C(C(=CC(=C1N)CC)C)N 2,4-diethyl-6-methyl-m-phenylenediamine